NC1=NC2=NC=C(N=C2C(=N1)N)CN(C1=CC=C(C(=O)N[C@H](C(=O)O)CCC(=O)O)C=C1)C (2S)-2-[[4-[(2,4-diaminopteridin-6-yl)methyl-methylamino]benzoyl]amino]pentanedioic acid